methyl 3-((((2-(((1R,2R)-2-((tert-butyldimethylsilyl)oxy)cyclohexyl)amino)-2-oxoethyl)(methyl)carbamoyl)oxy)methyl)benzoate [Si](C)(C)(C(C)(C)C)O[C@H]1[C@@H](CCCC1)NC(CN(C(=O)OCC=1C=C(C(=O)OC)C=CC1)C)=O